(1S*,3S*)-2,2-difluoro-3-(((4-methoxybenzyl)oxy)methyl)cyclopropane-1-carboximidamide FC1([C@@H]([C@H]1COCC1=CC=C(C=C1)OC)C(N)=N)F |o1:2,3|